2-(6-(2-(7,8-dimethyl-[1,2,4]triazolo[1,5-a]pyridin-6-yl)-4-fluoro-3-isopropyl-1H-pyrrolo[2,3-c]pyridin-5-yl)-2,6-diazaspiro[3.3]hept-2-yl)-N-methylacetamide CC1=C(C=2N(C=C1C1=C(C=3C(=CN=C(C3F)N3CC4(CN(C4)CC(=O)NC)C3)N1)C(C)C)N=CN2)C